COC1=C(C=CC=C1C1=CC=CC(=C1OC)N)N 6,6'-dimethoxy-5,5'-diaminobiphenyl